NC(C(=O)O)CC1=CC=C(C=C1)S(=O)(=O)C 2-amino-3-(4-(methylsulfonyl)phenyl)propanoic acid